3-[2-fluoro-4-methoxy-5-(quinazolin-5-ylmethoxy)phenyl]-2,4-dioxo-1H-thieno[3,4-d]pyrimidine-5-carboxylic acid FC1=C(C=C(C(=C1)OC)OCC1=C2C=NC=NC2=CC=C1)N1C(NC=2C(C1=O)=C(SC2)C(=O)O)=O